FC1=C(CNC(C(C)C)=O)C=CC(=C1C=1NC(C=C(N1)C=1C=NC(=CC1)C(F)(F)F)=O)F N-(2,4-difluoro-3-{6-oxo-4-[6-(trifluoromethyl)pyridin-3-yl]-1,6-dihydropyrimidin-2-yl}benzyl)isobutyramide